6-((1H-pyrazol-1-yl)methyl)-5-fluorobenzo[d]isoxazole-3-amine N1(N=CC=C1)CC1=CC2=C(C(=NO2)N)C=C1F